Ethyl (1S,3aR,6aS)-2-(2-(tert-butylamino)-2-oxoacetyl)octahydrocyclopenta[c]pyrrole-1-carboxylate C(C)(C)(C)NC(C(=O)N1[C@@H]([C@@H]2[C@H](C1)CCC2)C(=O)OCC)=O